2-bromo-1-[3-(difluoromethoxy)-1,2-oxazol-5-yl]ethan-1-one BrCC(=O)C1=CC(=NO1)OC(F)F